3,5-di(t-butyl)-4-hydroxybenzylsulfonate C(C)(C)(C)C=1C=C(CS(=O)(=O)[O-])C=C(C1O)C(C)(C)C